O1CCC(CC1)OC1=C(C#N)C=C(C=C1)B1OC(C(O1)(C)C)(C)C 2-((tetrahydro-2H-pyran-4-yl)oxy)-5-(4,4,5,5-tetramethyl-1,3,2-dioxaborolan-2-yl)benzonitrile